6-(5-Chloro-4-((3-(isopentylamino)azepan-1-yl)methyl)-1-methyl-1H-pyrazol-3-yl)pyridin-2-ol ClC1=C(C(=NN1C)C1=CC=CC(=N1)O)CN1CC(CCCC1)NCCC(C)C